C(C)(C)NC(=O)C1=CC=C2C(=CC3=C(N=CO3)C2=C1)C1=CC=C(C=C1)C(F)(F)F N-isopropyl-5-(4-(trifluoromethyl)phenyl)naphtho[1,2-d]oxazole-8-carboxamide